2,6-dimethoxymethylene-4-t-butylphenol COC=C1C(C(C=C(C1)C(C)(C)C)=COC)O